4-(7-fluoro-1H-pyrrolo[3,2-c]pyridin-4-yl)-N-(tetrahydropyran-4-yl)benzamide FC=1C2=C(C(=NC1)C1=CC=C(C(=O)NC3CCOCC3)C=C1)C=CN2